(E)-4-(dimethylamino)-N-[2-(2-ethoxy-4,6-dihydroxy-3-methyl-benzoyl)isoindolin-4-yl]but-2-enamide CN(C/C=C/C(=O)NC1=C2CN(CC2=CC=C1)C(C1=C(C(=C(C=C1O)O)C)OCC)=O)C